C(C)C1=CC=C(C=C1)NC1=CC(C1=O)=O 4-((4-ethylphenyl)amino)cyclobut-3-ene-1,2-dione